N7-(2H3)Methyl-N7-(2-{4-[4-({2-[(2H3)methyloxy](2H4)ethyl}oxy)phenyl]piperazin-1-yl}ethyl)-2-(1,3-oxazol-2-yl)[1,2,4]triazolo[1,5-c]pyrimidine-5,7-diamine C(N(C1=CC=2N(C(=N1)N)N=C(N2)C=2OC=CN2)CCN2CCN(CC2)C2=CC=C(C=C2)OC(C(OC([2H])([2H])[2H])([2H])[2H])([2H])[2H])([2H])([2H])[2H]